tert-butyl 3-[5-(6-{3-cyanopyrrolo[1,2-b]pyridazin-7-yl}-4-{[(2R)-1-methoxypropan-2-yl]amino}pyridin-3-yl)-1,3,4-thiadiazol-2-yl]-3,8-diazabicyclo[3.2.1]octane-8-carboxylate C(#N)C1=CC=2N(N=C1)C(=CC2)C2=CC(=C(C=N2)C2=NN=C(S2)N2CC1CCC(C2)N1C(=O)OC(C)(C)C)N[C@@H](COC)C